N-[2-amino-5-(2-thienyl)phenyl]-6-(cyclopropylsulfonimidoyl)pyridine-3-carboxamide NC1=C(C=C(C=C1)C=1SC=CC1)NC(=O)C=1C=NC(=CC1)S(=O)(=N)C1CC1